4-amino-3-[6-(2-phenoxyphenyl)pyridin-3-ylazo]naphthalene-1-sulfonic acid NC1=C(C=C(C2=CC=CC=C12)S(=O)(=O)O)N=NC=1C=NC(=CC1)C1=C(C=CC=C1)OC1=CC=CC=C1